1-bromo-2-(methoxy-d3)-3-nitrobenzene BrC1=C(C(=CC=C1)[N+](=O)[O-])OC([2H])([2H])[2H]